C(C(=O)O)N=C(N)NP(=O)(O)O The molecule is a guanidinoacetate having a phospho group attached to the primary amino part of the guanidine moiety. It is a phosphoramide and a member of guanidinoacetic acids. It is a conjugate acid of a phosphonatoguanidiniumylacetate(2-).